N-(4-((3-cyanobenzyl)oxy)phenyl)piperidine-1-sulfonamide C(#N)C=1C=C(COC2=CC=C(C=C2)NS(=O)(=O)N2CCCCC2)C=CC1